N-(4-(2-(2,2-difluoroacetyl)hydrazine-1-carbonyl)-3-fluorobenzyl)-N-phenylmethanesulfonamide FC(C(=O)NNC(=O)C1=C(C=C(CN(S(=O)(=O)C)C2=CC=CC=C2)C=C1)F)F